NC=1C(NC2=C3C=CC=NC3=C(C=C2C1C1=C2C=NNC2=C(C=C1)F)N1CCC(CC1)N1CCCC1)=O 3-amino-4-(7-fluoro-1H-indazol-4-yl)-6-(4-pyrrolidin-1-ylpiperidin-1-yl)-1H-1,7-phenanthrolin-2-one